BrN1C2(N3C(=C(C=CC3=O)C)C1=O)CCC1(CC2)CCC1 bromo-8''-methyl-2''H-dispiro[cyclobutane-1,1'-cyclohexane-4',3''-imidazo[1,5-a]pyridin]-1'',5''-dione